Cl.N1CC(C1)OC=1C=C2C(=NC(=NC2=CC1)C1=CC=2N(C=N1)C=CC2)O 6-(azetidin-3-yloxy)-2-pyrrolo[1,2-c]pyrimidin-3-yl-quinazolin-4-ol hydrochloride